FC1=CC2=C(C(=NO2)N2CCNCC2)C=C1 6-fluoro-3-(piperazin-1-yl)benzoisoxazole